C(C1=CC=CC=C1)NC(CCCCCCCC)=O N-benzyl-nonanamide